tert-butyl 2-(3-fluoropyridin-2-yl)-4-(trifluoromethyl)-2,5-dihydro-1H-pyrazole-1-carboxylate FC=1C(=NC=CC1)N1N(CC(=C1)C(F)(F)F)C(=O)OC(C)(C)C